The molecule is a pentacyclic triterpenoid that is olean-18-ene substituted by a beta-hydroxy group at position 3 and oxo group at position 1. It has been isolated from the leaves and twigs of Juglans sinensis. It has a role as a plant metabolite. It is a pentacyclic triterpenoid, a secondary alcohol and a cyclic terpene ketone. It derives from a hydride of an oleanane. C[C@@]12CC[C@@]3([C@@H](C1=CC(CC2)(C)C)CC[C@H]4[C@]3(CC[C@@H]5[C@@]4(C(=O)C[C@@H](C5(C)C)O)C)C)C